BrC=1C=CC2=C(C(=N[C@@H](C=3N2C=NC3C(=O)O)C)C3=C(C=CC=C3)F)C1 (R)-8-bromo-6-(2-fluorophenyl)-4-methyl-4H-benzo[f]imidazo[1,5-a][1,4]diazepine-3-carboxylic acid